O(CCO)CCO 2,2'-oxydi[ethanol]